7-bromo-4-tert-butoxy-6-cyclopropyl-2-(ethylsulfanyl)-8-[(1S)-1-phenylethoxy]quinoline BrC1=C(C=C2C(=CC(=NC2=C1O[C@@H](C)C1=CC=CC=C1)SCC)OC(C)(C)C)C1CC1